N1(C=NC2=C1C=CC=C2)C=2C1=C(N=C(N2)NC2=C(C=C(C(=O)NC3CC3)C=C2)OC)NC=C1 4-((4-(1H-benzo[d]imidazol-1-yl)-7H-pyrrolo[2,3-d]pyrimidin-2-yl)amino)-N-cyclopropyl-3-methoxybenzamide